[N+](=O)([O-])C1=CC=C(C=C1)NC(OCC(F)(F)F)=O 2,2,2-trifluoroethyl 4-nitrophenylcarbamate